(8Z)-11-bromo-8-undecenylacetate BrCC\C=C/CCCCCCCCC(=O)[O-]